OC1=CC=C(C=C1)C(CC(C)C)C1=CC=C(C=C1)O 1,1-bis(4-hydroxyphenyl)-3-methylbutane